methyl 1-(3-chloro-2-fluorobenzyl)-4-((3-fluoro-6-((5-methyl-1-((2-(trimethylsilyl) ethoxy) methyl)-1H-pyrazol-3-yl) amino) pyridin-2-yl) methyl)-2,6-dimethylpiperidine-4-carboxylate ClC=1C(=C(CN2C(CC(CC2C)(C(=O)OC)CC2=NC(=CC=C2F)NC2=NN(C(=C2)C)COCC[Si](C)(C)C)C)C=CC1)F